[Cl-].[Cl-].C1(=CC=CC=C1)C(C1=CC=CC=C1)=[Zr+2](C1=C(C(=CC=2C3=CC(=C(C=C3CC12)C1=CC=CC=C1)C(C)(C)C)C(C)(C)C)C1=CC=CC=C1)C1C=CC=C1 diphenylmethylene(cyclopentadienyl)(2,7-diphenyl-3,6-di-t-butylfluorenyl)zirconium dichloride